CN(CCN1C=CC2=CC(=CC=C12)NC1=NC=C(C(=N1)C1=CN(C2=CC=CC=C12)S(=O)(=O)CC)C(F)(F)F)C 1-(2-(dimethylamino)ethyl)-N-(4-(1-(ethanesulfonyl)-1H-indol-3-yl)-5-(trifluoromethyl)pyrimidin-2-yl)-1H-indol-5-amine